1-(7-(8-ethylnaphthalen-1-yl)-2-((hexahydro-1H-pyrrolizin-7a-yl)methoxy)-5,6,7,8-tetrahydropyrido[3,4-d]pyrimidin-4-yl)piperidin-3-ol C(C)C=1C=CC=C2C=CC=C(C12)N1CC=2N=C(N=C(C2CC1)N1CC(CCC1)O)OCC12CCCN2CCC1